C1(CC1)C1=CC(=CC(=N1)C(=O)NC1=CC(=CC=C1)C1(COC1)C(C1=NN=CN1C)F)C=O 6-cyclopropyl-N-[3-[3-[fluoro-(4-methyl-1,2,4-triazol-3-yl)methyl]oxetan-3-yl]phenyl]-4-formyl-pyridine-2-carboxamide